CC1=CC=C(C=C1)S(=O)(=O)N1C=C(C2=CC(=CC=C12)Cl)CCCCN1CCN(CC1)C=1C2=C(N=CN1)C=CN2 1-p-toluenesulfonyl-3-(4-(4-(5H-pyrrolo[3,2-d]pyrimidin-4-yl)piperazin-1-yl)butyl)-5-chloroindole